ClC1=C(COC2=CC=CC(=N2)C2=C(C=C(CC3=NC4=C(N3CC3OCCC3)C=CC=C4)C=C2)F)C(=CC=C1)F 2-(4-(6-(2-Chloro-6-fluorobenzyloxy)pyridin-2-yl)-3-fluorobenzyl)-1-((tetrahydrofuran-2-yl)methyl)-1H-benzo[d]imidazol